N-(3-(2'-amino-7'-oxo-5'H-spiro[cyclopropane-1,8'-pyrido[4,3-d]pyrimidine]-6'(7'H)-yl)-4-methylphenyl)-4-fluoro-3-(trifluoromethyl)benzamide NC=1N=CC2=C(N1)C1(C(N(C2)C=2C=C(C=CC2C)NC(C2=CC(=C(C=C2)F)C(F)(F)F)=O)=O)CC1